BrCC(=O)C(C(=O)OCC)(CCC(=O)OC)CC O1-ethyl O5-methyl 2-(2-bromoacetyl)-2-ethylpentanedioate